6-fluoronicotinic acid hexyl ester C(CCCCC)OC(C1=CN=C(C=C1)F)=O